ClC1=CN=C2C=CC(N(C2=C1OCC(OCC)OCC)C)=O 7-chloro-8-(2,2-diethoxyethoxy)-1-methyl-1,5-naphthyridin-2(1H)-one